ClC=1C=CC2=C(C=CC=C2SC2=CC=CC3=C2C=CC(=C3Cl)Cl)C1Cl dichlorobenzophenyl sulfide